N-(2-chloro-6-methylphenyl)-2-((6-(4-(4-(2,4-dioxotetrahydropyrimidin-1(2H)-yl)benzyl)piperazin-1-yl)-2-methylpyrimidin-4-yl)amino)thiazole-5-carboxamide ClC1=C(C(=CC=C1)C)NC(=O)C1=CN=C(S1)NC1=NC(=NC(=C1)N1CCN(CC1)CC1=CC=C(C=C1)N1C(NC(CC1)=O)=O)C